imino(5-{[(7-methoxyquinolin-4-yl)oxy]methyl}pyridin-3-yl)methyl-λ6-sulfanone N=S(=O)CC=1C=NC=C(C1)COC1=CC=NC2=CC(=CC=C12)OC